(1-(5-(7-Ethoxy-1,6-naphthyridin-5-yl)pyridin-2-yl)piperidin-4-yl)carbamic acid ethyl ester C(C)OC(NC1CCN(CC1)C1=NC=C(C=C1)C1=C2C=CC=NC2=CC(=N1)OCC)=O